4-(4-(5-oxa-2-azaspiro[3.4]octan-2-ylmethyl)-3-methylbenzylamino)-2-(2,6-dioxopiperidin-3-yl)isoindoline-1,3-dione C1N(CC12OCCC2)CC2=C(C=C(CNC1=C3C(N(C(C3=CC=C1)=O)C1C(NC(CC1)=O)=O)=O)C=C2)C